3-chloro-1-morpholinopropan-1-one ClCCC(=O)N1CCOCC1